C(C1=CC=CC=C1)(=O)NC1=C2N=CN(C2=NC=N1)[C@@H](COP([O-])N(C(C)(C)CCC#N)C(C)C)COC(C1=CC=CC=C1)(C1=CC=C(C=C1)OC)C1=CC=C(C=C1)OC (R)-2-(6-benzamido-9H-purin-9-yl)-3-(bis(4-methoxyphenyl)(phenyl)methoxy)propyl(2-cyanoethyl)diisopropylphosphoramidite